2-(2-aminoethyl)-1,3-bis-(t-butoxycarbonyl)guanidine NCCN=C(NC(=O)OC(C)(C)C)NC(=O)OC(C)(C)C